C(#N)C1([C@H]2[C@H]3C(N(C([C@H]3[C@@H](C1)CC2)=O)CC2=CC=C(C=C2)OC)=O)NC([C@H](CC2CC2)NC(OCC2=CC=CC=C2)=O)=O benzyl N-((1S)-2-[[(1R,2S,6R,7R)-8-cyano-4-[(4-methoxyphenyl)methyl]-3,5-dioxo-4-azatricyclo[5.2.2.02,6]undecan-8-yl]amino]-1-(cyclopropylmethyl)-2-oxo-ethyl)carbamate